ClC=1C=C(C=CC1F)NC1=NC=NC2=CC=C(C(=C12)C1=CC(=CC=C1)C#N)NC(\C=C\CN(C)C)=O (E)-N-(4-((3-chloro-4-fluorophenyl)amino)-5-(3-cyanophenyl)quinazolin-6-yl)-4-(dimethylamino)but-2-eneamide